6,7-dihydro-1,3-oxazepin O1C=NC=CCC1